O=C1C2=C(N=NN1C1C(NC(CC1)=O)=O)C=CC=C2 3-(4-oxo-benzo[d][1,2,3]triazin-3(4H)-yl)piperidine-2,6-dione